O=C1C=C(N=C2N1C=CC=C2)C(=O)NCC2=CC=C1C=C(NC1=C2)CNC2CC21CCC1 4-oxo-N-({2-[({spiro[2.3]hex-1-yl}amino)methyl]-1H-indol-6-yl}methyl)-4H-pyrido[1,2-a]pyrimidine-2-carboxamide